N1(N=CN=C1)CCN1C=C(C=2C1=NC(=CC2)C(=O)[O-])C2=CC(=C(C=C2)Cl)F 1-(2-(1H-1,2,4-triazol-1-yl)ethyl)-3-(4-chloro-3-fluorophenyl)-1H-pyrrolo[2,3-b]pyridine-6-carboxylate